7-chloro-2,3-dihydro-1H-pyrrolo[3,4-g]isoquinoline ClC=1N=CC=2C=C3C(=CC2C1)CNC3